(S)-(5-(1,5-dimethyl-1H-pyrazol-4-yl)-1,3,4-oxadiazol-2-yl)(4-(4-methylpyrazolo[1,5-a]pyridin-2-yl)-6,7-dihydro-1H-imidazo[4,5-c]pyridin-5(4H)-yl)methanone CN1N=CC(=C1C)C1=NN=C(O1)C(=O)N1[C@@H](C2=C(CC1)NC=N2)C2=NN1C(C(=CC=C1)C)=C2